C(C)(C)N(C(=O)N1C2CNCC1CC2)C N-isopropyl-N-methyl-3,8-diazabicyclo[3.2.1]Octane-8-carboxamide